CC1=C(N=NC(=C1C)N1CC=2C=C(C=NC2CC1)C=1C=NC(=CC1)N1CCN(CC1)C)C#N 4,5-dimethyl-6-(3-(6-(4-methylpiperazin-1-yl)pyridin-3-yl)-7,8-dihydro-1,6-naphthyridin-6(5H)-yl)pyridazine-3-carbonitrile